NC1=C2C(=NC=N1)N(N=C2C2=CC=C(C=C2)OC2=CC=CC=C2)C2CCN(CC2)CC2=CC(=C(C=N2)N2C(NC(CC2)=O)=O)F 1-(6-((4-(4-amino-3-(4-phenoxyphenyl)-1H-pyrazolo[3,4-d]pyrimidin-1-yl)piperidin-1-yl)methyl)-4-fluoropyridin-3-yl)dihydropyrimidine-2,4(1H,3H)-dione